BrC1CC(OCC1)OC1=CC=CC=C1 p-bromophenoxytetrahydropyran